4-bromo-3-fluoro-4'-(4-pentylcyclohexyl)-[1,1'-biphenyl]-2-ol BrC=1C(=C(C(=CC1)C1=CC=C(C=C1)C1CCC(CC1)CCCCC)O)F